O1C(=NC2=C1C=CC=C2)C=2C(=C(C(=C(C2N2C1=CC=C(C=C1C=1C=C(C=CC21)C#N)C#N)N2C1=CC=C(C=C1C=1C=C(C=CC21)C#N)C#N)C=2C=NC=CC2)N2C1=CC=C(C=C1C=1C=C(C=CC21)C#N)C#N)N2C1=CC=C(C=C1C=1C=C(C=CC21)C#N)C#N 9,9',9'',9'''-(3-(benzo[d]oxazol-2-yl)-6-(pyridin-3-yl)benzene-1,2,4,5-tetrayl)tetrakis(9H-carbazole-3,6-dicarbonitrile)